3,3'-((disulfanediylbis(ethane-2,1-diyl))bis(methylazanediyl))bis(propan-1-ol) S(SCCN(C)CCCO)CCN(C)CCCO